[NH4+].N1(N=NC2=C1C=CC=C2)CCCCCCCC\C=C/CCCCCCCC(=O)O 1H-benzo[d][1,2,3]triazole-1-oleic acid ammonium